C1=CC=CC=2C3=CC=CC=C3C(C12)COC(=O)NC(CC1CCN(CC1)C(=O)OC(C)(C)C)C(=O)NC tert-butyl 4-(2-((((9H-fluoren-9-yl)methoxy)carbonyl)amino)-3-(methylamino)-3-oxopropyl)piperidine-1-carboxylate